3-(5-(cyclopropylsulfonyl)-4,5,6,7-tetrahydrothieno[3,2-c]pyridin-2-yl)-5-(trifluoromethyl)-1,2,4-oxadiazole C1(CC1)S(=O)(=O)N1CC2=C(CC1)SC(=C2)C2=NOC(=N2)C(F)(F)F